C(CCC)C(CCC(C(=O)OC1=C(C(=NC(=C1)OCC1OCCOC1)CCC1=CC=C(C=C1)OCC)Br)CCCCCCN(CCCCCCCC(=O)OC(CCCCCCCC)CCCCCCCC)CCCNC(C1=CC=CC=C1)=O)CCCC 6-((1,4-dioxan-2-yl)methoxy)-3-bromo-2-(4-ethoxyphenethyl)pyridin-4-ol 3-butylheptyl-8-((3-benzamidopropyl)(8-(heptadecan-9-yloxy)-8-oxooctyl)amino)octanoate